N[C@@H](C(C)C)C(=O)[O-] l-valinate